ClC1=CC(=CC2=CC=CC=C12)N1[C@H](CCC1)C=1C(=C(C(=O)O)C=CC1)F (R)-3-(1-(4-chloronaphthalen-2-yl)pyrrolidin-2-yl)-2-fluorobenzoic acid